4-fluoro-1-(4-((4-fluorobenzyl)oxy)pyrimidin-2-yl)-N-(4-methyl-1-azabicyclo[3.2.2]non-4-yl)piperidine-4-carboxamide FC1(CCN(CC1)C1=NC=CC(=N1)OCC1=CC=C(C=C1)F)C(=O)NC1(CCN2CCC1CC2)C